Ethyl 6-chloro-7-[3-(chloromethyl)-5-ethyl-1-methyl-1H-pyrazol-4-yl]-1-[4-(methylamino)butyl]-3-[3-(naphthalen-1-yloxy)propyl]-1H-indole-2-carboxylate-hydrochloric acid salt Cl.ClC1=CC=C2C(=C(N(C2=C1C=1C(=NN(C1CC)C)CCl)CCCCNC)C(=O)OCC)CCCOC1=CC=CC2=CC=CC=C12